C(N)(OCC(=C(F)C(C)(C)C)CN1C(=C2C(N(CCC2=C1Br)C1CC1)=O)Br)=O tert-butyl-(2-((1,3-dibromo-5-cyclopropyl-4-oxo-4,5,6,7-tetrahydro-2H-pyrrolo[3,4-c]pyridin-2-yl) methyl)-3-fluoroallyl) carbamate